3-(6-bromo-1,2,3,4-tetrahydronaphthalen-2-yl)-1,1-dimethylurea BrC=1C=C2CCC(CC2=CC1)NC(N(C)C)=O